N-(4-(1-(3-acrylamidobicyclo[1.1.1]pentan-1-yl)-1H-1,2,3-triazol-4-yl)-2-methoxyphenyl)-6-(isoxazol-4-yl)picolinamide C(C=C)(=O)NC12CC(C1)(C2)N2N=NC(=C2)C2=CC(=C(C=C2)NC(C2=NC(=CC=C2)C=2C=NOC2)=O)OC